S1C=NC2=C1C=CC(=C2)C=2N(CC1=CC=CC=C1C2)C=O 3-(benzo[d]thiazol-5-yl)isoquinoline-2(1H)-carbaldehyde